C(C)(=O)C1=C(C=C(C=C1)Cl)C=1C(=NN(C(C1)=O)[C@H](C(=O)NC=1C=C2C=C(NC2=CC1)C(=O)O)CC1=CC=CC=C1)OC (S)-5-(2-(4-(2-acetyl-5-chlorophenyl)-3-methoxy-6-oxopyridazin-1(6H)-yl)-3-phenylpropanamido)-1H-indol-2-formic acid